BrC1=C2C[C@@H](N=CC2=CC=C1)CO[Si](C1=CC=CC=C1)(C1=CC=CC=C1)C(C)(C)C (R)-5-bromo-3-(((tert-butyldiphenylsilyl)oxy)methyl)-3,4-dihydroisoquinoline